NC1=NN(C2=C(C=C(C(=C12)OC1=C(C=CC(=C1)F)Cl)NC(C1=CC(=CC(=C1)C(F)(F)F)F)=O)CCC1=NC=CC=C1)C N-(3-amino-4-(2-chloro-5-fluorophenoxy)-1-methyl-7-(2-(pyridin-2-yl)ethyl)-1H-indazol-5-yl)-3-fluoro-5-(trifluoromethyl)benzamide